Cl.FC1=CC(=CC2=C1N=C(S2)C2CCNCC2)C=2N=C1N(C=C(N=C1C)C)C2 2-[4-fluoro-2-(piperidin-4-yl)-1,3-benzothiazol-6-yl]-6,8-dimethylimidazo[1,2-a]pyrazine hydrochloride